2-(2-chloro-4-nitrophenethoxy)-N-methylacetamide ClC1=C(CCOCC(=O)NC)C=CC(=C1)[N+](=O)[O-]